dioleoyl-glycero-3-phosphoserine, sodium salt [Na+].C(CCCCCCC\C=C/CCCCCCCC)(=O)N([C@@H](COP(OCC(CO)O)(=O)O)C(=O)[O-])C(CCCCCCC\C=C/CCCCCCCC)=O